NC1=C(OCC=2C=C(C=CC2)CN2CCN(CC2)C(=O)OCC[Si](C)(C)C)C=CC=C1O 2-(Trimethylsilyl)ethyl 4-({3-[(2-amino-3-hydroxyphenoxy)methyl] phenyl} methyl)-piperazine-1-carboxylate